S1C2=C(C(=C1)C(=O)O)CCC2 5,6-dihydro-4H-cyclopenta[b]thiophene-3-carboxylic acid